8-bromo-2,5-dimethyl-[1,2,4]triazolo[1,5-a]pyridine BrC=1C=2N(C(=CC1)C)N=C(N2)C